(S)-6-(3-Chloro-2-(1-((5-formyl-6-methoxy-3-(trifluoromethyl)pyridin-2-yl)oxy)-2,3-dihydro-1H-inden-4-yl)pyridin-4-yl)-1-methyl-1H-pyrrolo[2,3-b]pyridine-3-carbaldehyde ClC=1C(=NC=CC1C1=CC=C2C(=N1)N(C=C2C=O)C)C2=C1CC[C@@H](C1=CC=C2)OC2=NC(=C(C=C2C(F)(F)F)C=O)OC